tert-Butyl (2-(6-chloro-3-((5-chloropyridin-2-yl)amino)-9H-carbazol-1-yl)ethyl)carbamate ClC=1C=C2C=3C=C(C=C(C3NC2=CC1)CCNC(OC(C)(C)C)=O)NC1=NC=C(C=C1)Cl